NC([C@H](CCC(=O)OC(C)(C)C)N1C(C2=CC(=C(C(=C2C1)F)C1CCN(CC1)C(=O)OC(C)(C)C)F)=O)=O tert-butyl (S)-4-(2-(1-amino-5-(tert-butoxy)-1,5-dioxopentan-2-yl)-4,6-difluoro-1-oxoisoindolin-5-yl)piperidine-1-carboxylate